Cl.ClC1=C(C(=O)NC2=C3C=NN(C3=CC=C2)C=2C=NC=C(C2)C)C=C(C=C1)CNC(C(C)(C)C)=O 2-Chloro-5-{[(2,2-dimethylpropanoyl)amino]methyl}-N-[1-(5-methylpyridin-3-yl)-1H-indazol-4-yl]benzamide Hydrochloride Salt